2,5-dimethylbenzenesulfonic acid sodium [Na].CC1=C(C=C(C=C1)C)S(=O)(=O)O